9,9'-(5-(4,6-diphenyl-1,3,5-triazin-2-yl)-1,3-phenylene)bis(3,6-di-o-tolyl-9H-carbazole) C1(=CC=CC=C1)C1=NC(=NC(=N1)C1=CC=CC=C1)C=1C=C(C=C(C1)N1C2=CC=C(C=C2C=2C=C(C=CC12)C1=C(C=CC=C1)C)C1=C(C=CC=C1)C)N1C2=CC=C(C=C2C=2C=C(C=CC12)C1=C(C=CC=C1)C)C1=C(C=CC=C1)C